C1(CC1)C(=O)N(C=1C=CC(=NC1)N1N=C(N=C1[C@H](C)NC(C1=CC(=CC(=C1)C(F)(F)F)C(F)(F)F)=O)N(C)C)C N-{(1S)-1-[1-{5-[(Cyclopropylcarbonyl)(methyl)amino]pyridin-2-yl}-3-(dimethylamino)-1H-1,2,4-triazol-5-yl]ethyl}-3,5-bis(trifluoromethyl)benzamide